C(C)(C)(C)C=1C=C(C=C(O)C1)O 5-tertiary butyl-resorcinol